4-{2-[2-(5,7-Dimethylchinolin-8-sulfonamido)phenyl]ethynyl}isochinolin CC1=C2C=CC=NC2=C(C(=C1)C)S(=O)(=O)NC1=C(C=CC=C1)C#CC1=CN=CC2=CC=CC=C12